4-(2-((2-methoxyphenethyl)amino)phenyl)piperazine COC1=C(CCNC2=C(C=CC=C2)N2CCNCC2)C=CC=C1